(S)-2-(1-amino-1,3-dihydrospiro[indene-2,4'-piperidine]-1'-yl)-5-(3-(2-aminopyrimidin-4-yl)prop-1-yn-1-yl)-3-methylpyrimidin-4(3H)-one N[C@@H]1C2=CC=CC=C2CC12CCN(CC2)C2=NC=C(C(N2C)=O)C#CCC2=NC(=NC=C2)N